5-chloro-4-((2-cyanobenzyl)amino)-N-(2,4-dimethoxybenzyl)-2-fluoro-N-(thiazol-2-yl)benzenesulfonamide ClC=1C(=CC(=C(C1)S(=O)(=O)N(C=1SC=CN1)CC1=C(C=C(C=C1)OC)OC)F)NCC1=C(C=CC=C1)C#N